ClC1=C(C=CC(=C1)Cl)NNC(=O)C=1C(=NN(C1)C=1SC=CN1)C(F)F N'-(2,4-dichlorophenyl)-3-(difluoromethyl)-1-(thiazol-2-yl)-1H-pyrazole-4-carbohydrazide